OC1=CC=C(C=C1)[C@H]1COC2=C(C1)C=CC(=C2)O (3S)-3-(4-Hydroxyphenyl)-3,4-dihydro-2H-1-benzopyran-7-ol